ClC1=C(C=C2C=C(C(NC2=C1)=O)C=1C=C(C=CC1)CC(=O)O)C1=CC=C2C=CN=CC2=C1 2-(3-(7-chloro-6-(isoquinolin-7-yl)-2-oxo-1,2-dihydroquinolin-3-yl)phenyl)acetic acid